N1=NC=CC2=C1C=C(S2)C(=O)[O-] thieno[3,2-c]pyridazine-6-carboxylate